(R)-2-chloro-4-((1-(hydroxymethyl)cyclobutyl)amino)-6,7-dihydrothieno[3,2-d]pyrimidine 5-oxide ClC=1N=C(C2=C(N1)CC[S@]2=O)NC2(CCC2)CO